CC=1N=C2N(N=C(C=C2C)C=2C=C(C=3N(C2)C=C(N3)C3CCN(CC3)C(=O)[O-])OC(F)(F)F)C1 4-(6-(2,8-dimethylimidazo[1,2-b]pyridazin-6-yl)-8-(trifluoromethoxy)imidazo[1,2-a]pyridin-2-yl)piperidine-1-carboxylate